5-methyl-6-[(3S)-3-methylmorpholin-4-yl]pyridine-3-carbaldehyde CC=1C=C(C=NC1N1[C@H](COCC1)C)C=O